C(#C)C=1C=C(C(=NC1)C(=O)NCC(C(=O)OCC)(C)C)O ethyl 3-(5-ethynyl-3-hydroxypicolinamido)-2,2-dimethylpropanoate